2-(4-fluoro-2-methylphenoxy)-5-((2-hydroxyethyl)amino)-N-(2-methoxypyridin-4-yl)-4-(trifluoromethyl)benzamide FC1=CC(=C(OC2=C(C(=O)NC3=CC(=NC=C3)OC)C=C(C(=C2)C(F)(F)F)NCCO)C=C1)C